CN(OC(=O)C=1C=C(CNC(OCCC=2C(OC3=CC(=CC=C3C2C)N(CC)CC)=O)=O)C=CC1)C 2-(7-(diethylamino)-4-methyl-2-oxo-2H-chromen-3-yl)ethyl (3-(((dimethylamino)oxy)carbonyl)benzyl)carbamate